Methyl (S)-2-(chloromethyl)-4-(difluoromethoxy)-1-(oxetan-2-ylmethyl)-1H-benzo[d]imidazole-6-carboxylate ClCC1=NC2=C(N1C[C@H]1OCC1)C=C(C=C2OC(F)F)C(=O)OC